4,5-dihydroxyl-2-bromo-4'-tert-butylbenzophenone OC1=CC(=C(C(=O)C2=CC=C(C=C2)C(C)(C)C)C=C1O)Br